2H-pyrazolo[3,4-d]pyrimidin-4(5H)-one N=1NC=C2C1N=CNC2=O